N-(4-(4-allylpiperazin-1-yl)-6-fluoropyridin-3-yl)-2-chloropyrimidine-4-carboxamide C(C=C)N1CCN(CC1)C1=C(C=NC(=C1)F)NC(=O)C1=NC(=NC=C1)Cl